tetrachloropropylbenzene ClC(CC(Cl)(Cl)Cl)C1=CC=CC=C1